1-(3,3-difluorocyclobutyl)-3-[[2-(difluoromethoxy)pyridin-4-yl]methyl]urea FC1(CC(C1)NC(=O)NCC1=CC(=NC=C1)OC(F)F)F